NCCCCN 1,6-diazahexane